4-Chloro-2-fluoro-3-methyl-5-(4,4,5,5-tetramethyl-1,3,2-dioxaborolan-2-yl)aniline ClC1=C(C(=C(N)C=C1B1OC(C(O1)(C)C)(C)C)F)C